methyl 2-chloro-6-((6-nitropyridin-3-yl)oxy)benzoate ClC1=C(C(=O)OC)C(=CC=C1)OC=1C=NC(=CC1)[N+](=O)[O-]